C(CCC#C)C1=NC(=C2N=CN=C2N1)N pent-4-yn-1-yl-3H-purin-6-amine